1-[(2-methoxypyridin-4-yl)methyl]-3-[(1r,3r)-3-(trifluoromethyl)cyclobutyl]urea COC1=NC=CC(=C1)CNC(=O)NC1CC(C1)C(F)(F)F